racemic-3-(1-(2,6-difluoro-4-((1-(3-fluoropropyl)azetidin-3-yl)amino)phenyl)-6-fluoro-3-methyl-1,3,4,9-tetrahydro-2H-pyrido[3,4-b]indol-2-yl)-2-fluoro-2-methylpropan-1-ol FC1=C(C(=CC(=C1)NC1CN(C1)CCCF)F)C1N(C(CC2=C1NC1=CC=C(C=C21)F)C)CC(CO)(C)F